Methyl 6-(4-methylcyclohexylidene)-5-oxo-6,7,8,9-tetrahydro-5H-benzo[7]annulene-2-carboxylate CC1CCC(CC1)=C1C(C2=C(CCC1)C=C(C=C2)C(=O)OC)=O